NC=1C=C(CS(=O)(=O)N2C3(CC3)C[C@H](CC2)NC=2C=C(C=CC2)C2=C(C(=C(S2)C(=O)OC(C)(C)C)OCC(=O)OC(C)(C)C)Cl)C=CC1 (S)-tert-butyl 5-(3-((4-((3-aminobenzyl)sulfonyl)-4-azaspiro[2.5]octan-7-yl)amino)phenyl)-3-(2-(tert-butoxy)-2-oxoethoxy)-4-chlorothiophene-2-carboxylate